ClC(I)Cl dichloro-monoiodomethane